CC1(CCN(CC1)C1=CN=C2C(=N1)NN=C2C2=CC(=NC(=C2)Cl)N)CN (4-methyl-1-(3-(2-amino-6-chloropyridin-4-yl)-1H-pyrazolo-[3,4-b]pyrazin-6-yl)piperidin-4-yl)methanamine